F[C@@H]1C[C@H](N(C1)C(=O)OC(C)(C)C)C(NC1=NC=C(C=C1)F)=O tert-Butyl (2S,4R)-4-fluoro-2-((5-fluoropyridin-2-yl)carbamoyl)pyrrolidine-1-carboxylate